FC1=CC=C(C=C1)NC(=O)N1CC2C(C1)CC(C2)(O)C2=CC=C(C=C2)F N,5-bis(4-fluorophenyl)-5-hydroxy-octahydrocyclopenta[c]pyrrole-2-carboxamide